C1(=CC=CC=C1)C1=CC=CC=2N(C3=CC=CC=C3C12)CCP(O)(O)=O (2-(4-phenyl-9H-carbazol-9-yl)ethyl)phosphonic acid